1-undecyl-glycerol C(CCCCCCCCCC)OCC(O)CO